ClC1=CC=C(CN2C(N(C(N=C2SCC)=O)CC2CC2)=O)C=C1 (±)-trans-2-((3-(4-Chlorobenzyl)-4-ethylthio-2,6-dioxo-3,6-dihydro-1,3,5-triazin-1(2H)-yl)methyl)cyclopropane